(E,Z)-7,9,11-dodecatrien-1-yl acetate C(C)(=O)OCCCCCC\C=C\C=C/C=C